3-(2,2-difluoroethyl)-5-methyl-imidazole-4-carboxylic acid ethyl ester C(C)OC(=O)C=1N(C=NC1C)CC(F)F